(2-methyl-4-phenyl-1,5,6,7-tetrahydro-s-indacen-1-yl)dimethyl-(2-methyl-4-phenyl-indene) CC=1C(C2=CC=3CCCC3C(=C2C1)C1=CC=CC=C1)CC1C(=C(C2=C(C=CC=C12)C1=CC=CC=C1)C)C